N1=C(C=CC=C1N1CN(C=C1)C)N1CN(C=C1)C 1,1'-(2,6-pyridinediyl)bis(3-methylimidazole)